1-[5-chloro-4-[[1-[3-(methylamino)-3-oxo-propyl]indol-6-yl]amino]pyrimidin-2-yl]piperidine-4-carboxylic acid ClC=1C(=NC(=NC1)N1CCC(CC1)C(=O)O)NC1=CC=C2C=CN(C2=C1)CCC(=O)NC